C(C)(C)(C)NCCOCCO 2-(2-tert-butylaminoethoxy)ethanol